5'-O-((2-Cyanoethoxy)(N2-Isobutyryldeoxyguanosine-3'-Yl)Phosphoryl)Thymidine-3'-Yl 2-((3,4,5-Tris(Octadecyloxy)BenzoYl)Oxy)Acetate C(CCCCCCCCCCCCCCCCC)OC=1C=C(C(=O)OCC(=O)O[C@@]2(C[C@@H](O[C@@H]2COP(=O)([C@@]2(C[C@@H](O[C@@H]2CO)N2C=NC=3C(=O)NC(NC(C(C)C)=O)=NC23)O)OCCC#N)N2C(=O)NC(=O)C(C)=C2)O)C=C(C1OCCCCCCCCCCCCCCCCCC)OCCCCCCCCCCCCCCCCCC